5-(1-(1H-1,2,4-Triazol-1-yl)ethyl)benzene-1,3-diol N1(N=CN=C1)C(C)C=1C=C(C=C(C1)O)O